COC(=O)C=1C(N(C=CC1)C1CC(C1)O)=O.NCC(CNC(C)=O)C N-(3-amino-2-methylpropyl)acetamide methyl-1-((1r,3r)-3-hydroxycyclobutyl)-2-oxo-1,2-dihydropyridine-3-carboxylate